6-chloro-2-methyl-4-oxo-8-phenyl-3,4-dihydropyrido[3,4-d]pyrimidine-5-carbonitrile ClC1=C(C2=C(N=C(NC2=O)C)C(=N1)C1=CC=CC=C1)C#N